3,4,5-tribromosalicylanilide BrC1=C(C(C(=O)NC2=CC=CC=C2)=CC(=C1Br)Br)O